2-(hydroxymethyl)-2-methylmalonate OCC(C(=O)[O-])(C(=O)[O-])C